NC1=NC(=NC(=N1)C)C1=CC=CC=C1 2-Amino-4-methyl-6-phenyl-1,3,5-triazin